BrC=1C(=C2C=CC=NC2=CC1[N+](=O)[O-])F 6-bromo-5-fluoro-7-nitroquinoline